Bis(5-diethylaminocarbonyloxy-2-chloro-4-fluorophenyl) hexasulfide C(C)N(C(=O)OC=1C(=CC(=C(C1)SSSSSSC1=C(C=C(C(=C1)OC(=O)N(CC)CC)F)Cl)Cl)F)CC